(2-((methyl-d3)selenophenyl)ethyl)(4-(trifluoromethyl)phenyl)sulfane C([2H])([2H])([2H])C1=C([Se]C=C1)CCSC1=CC=C(C=C1)C(F)(F)F